NC1=NC=CC=C1C1=NC=2C(=NC(=CC2)C2=CC=CC=C2)N1C1=CC=C(CNC(CC=2C=NC(=C(C2)O)C=O)=O)C=C1 N-(4-(2-(2-aminopyridin-3-yl)-5-phenyl-3H-imidazo[4,5-b]pyridin-3-yl)benzyl)-2-(6-formyl-5-hydroxypyridin-3-yl)acetamide